tert-butyl 1,9-diazaspiro[5.5]undecane-3-carboxylate N1CC(CCC12CCNCC2)C(=O)OC(C)(C)C